Methyl 4-((2-((tert-butoxycarbonyl) amino) propyl) amino)-6-chloropyrido[3,2-d]pyrimidine-8-carboxylate C(C)(C)(C)OC(=O)NC(CNC=1C2=C(N=CN1)C(=CC(=N2)Cl)C(=O)OC)C